(3aS,4R,6aR)-5-fluoro-2,2-dimethyl-6-((trityloxy) methyl)-4,6a-dihydro-3aH-cyclopenta[d][1,3]dioxol-4-yl methanesulfonate CS(=O)(=O)O[C@H]1C(=C([C@H]2OC(O[C@@H]21)(C)C)COC(C2=CC=CC=C2)(C2=CC=CC=C2)C2=CC=CC=C2)F